CN(CCCOC=1N=C(SC1C(=O)[O-])C)C.[Na+] Sodium 4-(3-(dimethylamino)propoxy)-2-methylthiazole-5-carboxylate